[(3R,5S)-5-[[4-[4-[[2-[2-(Cyclopropylmethylamino)-4-pyridyl]oxazole-4-carbonyl]amino]-3-(difluoromethyl)pyrazol-1-yl]phenyl]methylcarbamoyl]pyrrolidin-3-yl]acetate C1(CC1)CNC1=NC=CC(=C1)C=1OC=C(N1)C(=O)NC=1C(=NN(C1)C1=CC=C(C=C1)CNC(=O)[C@@H]1C[C@@H](CN1)CC(=O)[O-])C(F)F